NC1=C(N=C(C(=N1)N1CCC2(CC=C([C@H]2N)C2CC2)CC1)F)SC1=C(C(=NC=C1)N)Cl (S)-8-(6-amino-5-((2-amino-3-chloropyridin-4-yl)thio)-3-fluoropyrazin-2-yl)-2-cyclopropyl-8-azaspiro[4.5]dec-2-en-1-amine